C1(CC1)CN(C(OC(C)(C)C)=O)[C@H]1CN(CCC1)C1=NC=C(C=C1)C1(COC1)C(NC1=NC(=CN=C1)N1CCCC1)=O tert-butyl (R)-(cyclopropylmethyl)(1-(5-(3-((6-(pyrrolidin-1-yl)pyrazin-2-yl)carbamoyl)oxetan-3-yl)pyridin-2-yl)piperidin-3-yl)carbamate